NC1=NC=CC(=C1C#CC(N1CCNCC1)=O)OC1=C(C=C(C=C1)NC(=O)C1=NC=CN(C1=O)C1=CC=C(C=C1)F)F N-(4-(2-amino-3-(3-oxo-3-(piperazin-1-yl)prop-1-ynyl)pyridin-4-yloxy)-3-fluorophenyl)-4-(4-fluorophenyl)-3-oxo-3,4-dihydropyrazine-2-carboxamide